4-(Isopropylamino)-2-(methylthio)pyrimidine-5-carbaldehyde C(C)(C)NC1=NC(=NC=C1C=O)SC